C1(=CC=CC=2C3=CC=CC=C3C3=CC=CC=C3C12)C=1C(=C(C=CC1)C1=CC=CC=C1)C1=CC=CC=2OC3=C(C21)C=CC=C3 (triphenyleneyl)(dibenzofuranyl)biphenyl